N1C=C(C2=CC=CC=C12)CCCC(=O)O 4-(1H-indol-3-yl)butanoic acid